([1,1'-biphenyl]-4-ylmethylidene)hydrazine C1(=CC=C(C=C1)C=NN)C1=CC=CC=C1